C(C1=CC=CC=C1)N(CCC1=C(C=CC(=C1)OC)C(C(=O)O)(C)C)CC1=CC=CC=C1 2-(2-(2-(dibenzylamino)ethyl)-4-methoxyphenyl)-2-methylpropanoic acid